(rac)-(6-(4-(Difluoromethyl)-3-methylphenyl)-2-azaspiro[3.4]octan-2-yl)((1s,3s)-3-hydroxy-3-methylcyclobutyl)methanone FC(C1=C(C=C(C=C1)[C@H]1CC2(CN(C2)C(=O)C2CC(C2)(C)O)CC1)C)F |r|